COC1=NC(=NC=C1)C[C@@H]1CN(CC1)CC1=CN=C(S1)NC(C)=O (R)-N-(5-((3-((4-methoxypyrimidin-2-yl)methyl)pyrrolidin-1-yl)methyl)thiazol-2-yl)acetamide